FC1=C2NC(C(=NC2=CC=C1CN1CCN(CC1)C=1C=CC(=NC1C)C(=O)NC([2H])([2H])[2H])OC)=O 5-(4-((5-fluoro-2-methoxy-3-oxo-4H-quinoxalin-6-yl)methyl)piperazin-1-yl)-6-methyl-N-(Methyl-d3)pyridine-2-carboxamide